5-bromo-2-(2-methoxyethyl)isoindolin-1-one BrC=1C=C2CN(C(C2=CC1)=O)CCOC